7-(6-methylpyridin-2-yl)-N-(1-(methylsulfonyl)piperidin-4-yl)pyrrolo[2,1-f][1,2,4]triazin-2-amine CC1=CC=CC(=N1)C1=CC=C2C=NC(=NN21)NC2CCN(CC2)S(=O)(=O)C